2-cyano-2,3-dimethylsuccinate C(#N)C(C(=O)[O-])(C(C(=O)[O-])C)C